N-((5-chloro-6-((2-methyl-2H-1,2,3-triazol-4-yl)methoxy)-1H-indol-2-yl)methyl)acetamide ClC=1C=C2C=C(NC2=CC1OCC1=NN(N=C1)C)CNC(C)=O